2,4-dimethyl-6-p-chlorophenyl-1,3,5-triazine CC1=NC(=NC(=N1)C)C1=CC=C(C=C1)Cl